nickel dibutyl-dithiocarbamate C(CCC)N(C([S-])=S)CCCC.[Ni+2].C(CCC)N(C([S-])=S)CCCC